C(C)(C)C=1C=NN2C1N=C(N=C2NCC2=CC=C(C=C2)NC(C)=O)O[C@@H]2CNCCC2 (S)-N-(4-(((8-isopropyl-2-(piperidin-3-yloxy)pyrazolo[1,5-a][1,3,5]triazin-4-yl)amino)methyl)phenyl)acetamide